C(C1=CC=CC=C1)OC[C@@H]1O[C@@H](C(NC1)=O)CC (2R,6R)-6-((benzyloxy)methyl)-2-ethylmorpholin-3-one